C[C@H]1C=C(CN(C1)CC1(COC1)C)C1=CNC2=NC=CC=C21 (S)-3-(5-methyl-1-((3-methyloxetan-3-yl)methyl)-1,2,5,6-tetrahydropyridin-3-yl)-1H-pyrrolo[2,3-b]pyridine